The molecule is a 5-hydroxypenta-2,4-diene-1,2,5-tricarboxylate(3-) that is the conjugate base of (2Z,4E)-5-hydroxypenta-2,4-diene-1,2,5-tricarboxylic acid It is a conjugate base of a (2Z,4E)-5-hydroxypenta-2,4-diene-1,2,5-tricarboxylic acid. C(/C(=C/C=C(\\C(=O)O)/[O-])/C(=O)[O-])C(=O)[O-]